4-[5-(6-chloro-2-oxo-4-phenyl-1H-quinolin-3-yl)-3-(1-ethylindol-5-yl)-3,4-dihydropyrazol-2-yl]-4-oxo-butanoic acid ClC=1C=C2C(=C(C(NC2=CC1)=O)C=1CC(N(N1)C(CCC(=O)O)=O)C=1C=C2C=CN(C2=CC1)CC)C1=CC=CC=C1